FC1=C(N=CC2=C1N=C(N=C2N2C[C@@H]1CC[C@H](C2)C1C=O)OCC12CCCN2CCC1)C1=CC=CC2=CC=CC(=C12)F (1R,5S,8r)-3-(8-fluoro-7-(8-fluoronaphthalen-1-yl)-2-((tetrahydro-1H-pyrrolizin-7a(5H)-yl)methoxy)pyrido[4,3-d]pyrimidin-4-yl)-3-azabicyclo[3.2.1]octane-8-carbaldehyde